C[C@@H]1CN(CCN1C)[C@@H](C(=O)NC=1C=CC=C2C(=CNC12)C1=NC(=NC=C1C)NC=1C(=NN(C1)C)OCC)C (2R)-2-[(3R)-3,4-dimethylpiperazin-1-yl]-N-(3-{2-[(3-ethoxy-1-methyl-1H-pyrazol-4-yl)amino]-5-methylpyrimidin-4-yl}-1H-indol-7-yl)propanamide